[Br-].BrCCC[N+](C)(C)C L-3-bromopropyl-trimethyl-ammonium bromide